N1-(3-fluorobicyclo-[1.1.1]pentan-1-yl)-N2-((S)-3-(1-methyl-cyclopropyl)-1-oxo-1-(((S)-3-oxo-1-((S)-2-oxopyrrolidin-3-yl)-4-(trifluoromethoxy)butan-2-yl)amino)propan-2-yl)oxalamide FC12CC(C1)(C2)NC(C(=O)N[C@H](C(N[C@@H](C[C@H]2C(NCC2)=O)C(COC(F)(F)F)=O)=O)CC2(CC2)C)=O